2-(azetidin-3-yloxy)-5-ethyl-1,3,4-thiadiazole N1CC(C1)OC=1SC(=NN1)CC